butyl 3-(dichloro-1,3-thiazol-4-yl)-2-acetamidopropanoate ClC1=C(N=C(S1)Cl)CC(C(=O)OCCCC)NC(C)=O